N[C@@H](CCC(=O)O)C(=O)O.OC(CNCC(=O)N)CO ((2,3-dihydroxypropyl)aminomethyl-carboxamide) glutamate